ClC1=C(C=C2C=C(N=CC2=C1)NC(=O)[C@H]1[C@@H](C1)C1=NC=CC=C1)[C@@H](COC)C (1R,2R)-N-(7-chloro-6-((S)-1-methoxypropan-2-yl)isoquinolin-3-yl)-2-(pyridin-2-yl)cyclopropane-1-carboxamide